ClC1=C(C=CC=2C(=C3N(C12)CCN(C3)C(=O)C3N(CCOC3)C(=O)OC(C)(C)C)C=3C=NNC3)Cl tert-butyl 3-(6,7-dichloro-10-(1H-pyrazol-4-yl)-1,2,3,4-tetrahydropyrazino[1,2-a]indole-2-carbonyl)morpholine-4-carboxylate